C12(CC3CC(CC(C1)C3)C2)P(CCC)C23CC1CC(CC(C2)C1)C3 di-adamantyl-propyl-phosphine